CC1(C(OB(O1)C=1C=NN2C1CN(CC2)C(=O)OC(C)(C)C)(C)C)C tert-butyl 3-(tetramethyl-1,3,2-dioxaborolan-2-yl)-4H,5H,6H,7H-pyrazolo[1,5-a]pyrazine-5-carboxylate